C(C)C=1C(=C(C=CC1)NC(O)=O)CC.FC=1C=NC(=NC1)C=1C(=C(C=CC1)NC1=C(N=NC(=C1)NC1=NC=C(C=C1)C(C)(C)O)C(=O)NC([2H])([2H])[2H])OC 4-((3-(5-fluoropyrimidin-2-yl)-2-methoxyphenyl)amino)-6-((5-(2-hydroxypropan-2-yl)pyridin-2-yl)amino)-N-(methyl-d3)pyridazine-3-carboxamide (diethyl-phenyl)carbamate